(2R)-2-{3-[2-(Difluoromethoxy)pyridin-4-yl]-1,2,4-oxadiazol-5-yl}-1,1-difluoro-6-azaspiro[2.5]octan-6-sulfonamid FC(OC1=NC=CC(=C1)C1=NOC(=N1)[C@@H]1C(C12CCN(CC2)S(=O)(=O)N)(F)F)F